3-((tert-butoxycarbonyl) amino)-3-carbamoylpiperidine-1-carboxylate C(C)(C)(C)OC(=O)NC1(CN(CCC1)C(=O)[O-])C(N)=O